O[C@@H](CN1N=C(C=C1)S(=O)(=O)NC(NC1=C2CCCC2=CC(=C1C1=CC=2N(C=C1)N=CC2)C)=O)C (R)-1-(2-hydroxypropyl)-N-((6-methyl-5-(pyrazolo[1,5-a]pyridin-5-yl)-2,3-dihydro-1H-inden-4-yl)carbamoyl)-1H-pyrazole-3-sulfonamide